3-hydroxy-3,7-dimethyl-6-octenaldoxime OC(CC=NO)(CCC=C(C)C)C